Bis(methyldiethoxysilylpropyl)amine C[Si](OCC)(OCC)CCCNCCC[Si](C)(OCC)OCC